benzyl (1-((3-hydroxypropyl)amino)butyl)carbamate OCCCNC(CCC)NC(OCC1=CC=CC=C1)=O